O1C(OC=2C1=CC=C(C2[2H])C=O)[2H] benzo[d][1,3]dioxole-d2-5-carbaldehyde